NC1=C(C(=NC=C1)C(C)(C)C)OCC(=O)O 2-[(4-amino-2-tert-butylpyridin-3-yl)oxy]acetic acid